OCC1(CCOCC1)NC(=O)C1=C(OC2=C1C=C(C=C2)OCC=2C=NC(=CC2)O)C N-(4-(hydroxymethyl)tetrahydro-2H-pyran-4-yl)-5-((6-hydroxypyridin-3-yl)methoxy)-2-methylbenzofuran-3-carboxamide